C12(CC(C1)C2)NC(=O)C=2C(N(C1=NC=C(C=C1C2)C2=CC=C(C=C2)OC)CCN2CCOCC2)=O N-(bicyclo[1.1.1]pentan-1-yl)-6-(4-methoxyphenyl)-1-(2-morpholinoethyl)-2-oxo-1,2-dihydro-1,8-naphthyridine-3-carboxamide